(S)-Malic acid C([C@@H](O)CC(=O)O)(=O)O